7-chloro-6-(2,4-dichlorophenyl)-2-(methylthio)pyrido[2,3-d]pyrimidine ClC=1C(=CC2=C(N=C(N=C2)SC)N1)C1=C(C=C(C=C1)Cl)Cl